4-(3-bromo-7,8-dihydro-5H-1,6-naphthyridin-6-yl)-6-fluoro-quinazoline BrC=1C=NC=2CCN(CC2C1)C1=NC=NC2=CC=C(C=C12)F